ClCC(=O)N1CCC(CC1)C=1C=C2C(=C(NC2=CC1)C1=CC(=C(C=C1)OC)OC)C(C(F)(F)F)O 2-chloro-1-(4-(2-(3,4-dimethoxyphenyl)-3-(2,2,2-trifluoro-1-hydroxyethyl)-1H-indol-5-yl)piperidin-1-yl)ethan-1-one